4-(2-(4-methylpiperidin-1-yl)benzyl)-N-phenylpiperazine-1-carboxamide CC1CCN(CC1)C1=C(CN2CCN(CC2)C(=O)NC2=CC=CC=C2)C=CC=C1